COC(C1=NC(=C(C=C1CBr)Br)Cl)=O 5-bromo-3-(bromomethyl)-6-chloropicolinic acid methyl ester